cyclopropyl-3-methyl-2-nitroaniline C1(CC1)NC1=C(C(=CC=C1)C)[N+](=O)[O-]